C1(CCCC2=CC=CC=C12)NC(=O)C1=NC=CC=C1 N-tetrahydronaphthalen-1-ylpyridine-2-carboxamide